4-bromo-3-(3,3-difluoroazetidine-1-carbonyl)-5-fluorobenzonitrile BrC1=C(C=C(C#N)C=C1F)C(=O)N1CC(C1)(F)F